3-(2-amino-6-(1-((3a,4,5,6,7,7a-hexahydro-1H-benzo[d]imidazol-2-yl)methyl)-1H-1,2,3-triazol-4-yl)pyrimidin-4-yl)-2-methylbenzonitrile NC1=NC(=CC(=N1)C=1C(=C(C#N)C=CC1)C)C=1N=NN(C1)CC1=NC2C(N1)CCCC2